1-(2-fluoro-4-{4-[2-(pyridin-2-yl)acetamido]-1,3,4-thiadiazol-2-yl}butyl)-N-{[2-fluoro-5-(trifluoromethoxy)phenyl]methyl}-1H-1,2,3-triazole-4-carboxamide FC(CN1N=NC(=C1)C(=O)NCC1=C(C=CC(=C1)OC(F)(F)F)F)CCC=1SCN(N1)NC(CC1=NC=CC=C1)=O